C(C)(C)(C)OC(=O)N1[C@@H]2[C@H](NC[C@H]1CC2)[C@H](C)OC2=C1C(=NC(=NC1=C(C(=C2Cl)C=2C(=CC=C1C=NN(C21)C)F)F)Cl)O (1S,2S,5R)-2-((1S)-1-((2,6-dichloro-8-fluoro-7-(6-fluoro-1-methyl-1H-indazol-7-yl)-4-hydroxyquinazolin-5-yl)oxy)ethyl)-3,8-diazabicyclo[3.2.1]octane-8-carboxylic acid tert-butyl ester